Pentyl 9-((4-(heptadecan-9-yloxy)-4-oxobutyl)(3-((2-(methylamino)-3,4-dioxocyclobut-1-en-1-yl)amino)propyl)amino)nonanoate CCCCCCCCC(CCCCCCCC)OC(CCCN(CCCCCCCCC(=O)OCCCCC)CCCNC1=C(C(C1=O)=O)NC)=O